6-ethoxy-2,6-dioxohexanoic acid C(C)OC(CCCC(C(=O)O)=O)=O